5-(5-(difluoromethyl)-1-methyl-1H-pyrazol-3-yl)-3-(1-(2-fluoro-5-methylphenyl)cyclopropyl)-1,2,4-oxadiazole FC(C1=CC(=NN1C)C1=NC(=NO1)C1(CC1)C1=C(C=CC(=C1)C)F)F